C(#N)C1=CN(C=2C1=NC(=CC2)N(C(C#CC)=O)C2=C(C=C(C(=C2)C)I)C2CC2)CC N-(3-cyano-1-ethyl-1H-pyrrolo[3,2-b]pyridin-5-yl)-N-(2-cyclopropyl-4-iodo-5-methylphenyl)but-2-ynamide